1,3,5-tris[(t-butylperoxy)isopropyl]benzene C(C)(C)(C)OOC(C)(C)C1=CC(=CC(=C1)C(C)(C)OOC(C)(C)C)C(C)(C)OOC(C)(C)C